CC1C(N(C1)C1CCN(CC1)C1=CC=C(C=C1)N)O 3-methyl-1-(1-(4-aminophenyl)piperidin-4-yl)azetidin-2-ol